Methyl 3-(2-(4-(3-(2-((4-(((2S,4R)-2-methyl-1-propionyl-1,2,3,4-tetrahydroquinolin-4-yl)amino)phenyl)amino)-2-oxoethyl)ureido)phenoxy)ethyl)benzoate C[C@@H]1N(C2=CC=CC=C2[C@@H](C1)NC1=CC=C(C=C1)NC(CNC(NC1=CC=C(OCCC=2C=C(C(=O)OC)C=CC2)C=C1)=O)=O)C(CC)=O